2β-fluoro-3α,7α-dihydroxy-6α-ethyl-5β-cholanic acid F[C@@H]1[C@H](C[C@H]2[C@H]([C@H]([C@H]3[C@@H]4CC[C@H]([C@@H](CCC(=O)O)C)[C@]4(CC[C@@H]3[C@]2(C1)C)C)O)CC)O